(S)-4-(2-(3-([1,1'-biphenyl]-4-ylmethyl)-1,2,4-oxadiazol-5-yl)-2-((tert-butoxycarbonyl) amino) ethyl)-1H-imidazole-1-carboxylate C1(=CC=C(C=C1)CC1=NOC(=N1)[C@H](CC=1N=CN(C1)C(=O)[O-])NC(=O)OC(C)(C)C)C1=CC=CC=C1